NC1CCN(CC1)C1=CC(=C(C(=N1)C1=CC(=C(C#N)C=C1)F)C1=CC(=C(C=C1)C(F)(F)F)O)OC 4-(6-(4-aminopiperidin-1-yl)-3-(3-hydroxy-4-(trifluoromethyl)phenyl)-4-methoxypyridin-2-yl)-2-fluorobenzonitrile